1,3-bis(3-butoxypropyl)imidazolium acetate C(C)(=O)[O-].C(CCC)OCCCN1C=[N+](C=C1)CCCOCCCC